7-[3,3-bis(hydroxymethyl)azetidin-1-yl]-6-fluoro-4-oxo-N-[3,3,4,4,4-pentafluorobut-2-yl]-1-(2,4,6-trifluorophenyl)-1,4-dihydro-1,8-naphthyridine-3-carboxamide OCC1(CN(C1)C1=C(C=C2C(C(=CN(C2=N1)C1=C(C=C(C=C1F)F)F)C(=O)NC(C)C(C(F)(F)F)(F)F)=O)F)CO